(4-amino-1-methyl-1H-pyrazolo[4,3-c][1,7]naphthyridin-8-yl)((4aS,9aR)-7-chloro-2,3,9,9a-tetrahydroindeno[2,1-b][1,4]oxazin-4(4aH)-yl)methanone NC1=NC=2C=NC(=CC2C2=C1C=NN2C)C(=O)N2[C@@H]1[C@H](OCC2)CC=2C=C(C=CC21)Cl